2-{[8-(5-methyl-1,3-thiazol-2-yl)-3-oxo-1H,2H,3H-benzo[e]isoindol-2-yl]methyl}prop-2-enamide CC1=CN=C(S1)C=1C=CC2=C(C=3CN(C(C3C=C2)=O)CC(C(=O)N)=C)C1